methyl trans-4-[(5-methyloxy-pyrrolo[3,2-b]pyridin-1-yl)methyl]cyclohexanecarboxylate COC1=CC=C2C(=N1)C=CN2C[C@@H]2CC[C@H](CC2)C(=O)OC